4-ethyl-3-nonene C(C)C(=CCC)CCCCC